N-(tert-Butyl)-4-(4-((2-(tert-Butyl)-1H-imidazol-1-yl)methyl)phenyl)-2-isobutyl-thiazole-5-sulfonamide C(C)(C)(C)NS(=O)(=O)C1=C(N=C(S1)CC(C)C)C1=CC=C(C=C1)CN1C(=NC=C1)C(C)(C)C